C(#N)C=1C(=NC(=NC1)N[C@H]1CN(CC1)C=1SC=2C=NC=C(C2N1)NC(C=C)=O)OC (R)-N-(2-(3-((5-cyano-4-methoxypyrimidin-2-yl)amino)pyrrolidin-1-yl)thiazolo[5,4-c]pyridin-7-yl)acrylamide